3-((4,4-bis(octyloxy)butanoyl)oxy)-2-(((9Z,12Z)-octadeca-9,12-dienoyloxy)methyl)propyl-1-methylpiperidine-3-carboxylate C(CCCCCCC)OC(CCC(=O)OCC(COC(=O)C1CN(CCC1)C)COC(CCCCCCC\C=C/C\C=C/CCCCC)=O)OCCCCCCCC